((6-(difluoromethoxy)-2-(2,2'-dimethyl-3'-(2-(pyrrolidin-1-yl)pyrimidin-5-yl)-[1,1'-biphenyl]-3-yl)benzo[d]oxazol-5-yl)methyl)-L-proline FC(OC1=CC2=C(N=C(O2)C=2C(=C(C=CC2)C2=C(C(=CC=C2)C=2C=NC(=NC2)N2CCCC2)C)C)C=C1CN1[C@@H](CCC1)C(=O)O)F